ClC1=CC(=C(OCC=2OC(=CN2)CC2CCN(CC2)CC2=NC3=C(N2CC2=CN=CN2CC)C=C(C=C3)C(=O)O)C=C1)C#N 2-{[4-({2-[(4-chloro-2-cyanophenoxy)methyl]-1,3-oxazol-5-yl}methyl)piperidin-1-yl]methyl}-1-[(1-ethyl-1H-imidazol-5-yl)methyl]-1H-1,3-benzodiazole-6-carboxylic acid